ClC1=NC=C(C=N1)OCC(=O)OC(C)(C)C Tert-butyl 2-((2-chloropyrimidin-5-yl)oxy)acetate